O1C(CCCC1)N1N=CC=2C1=C(N=CC2)C(=O)[O-] 1-tetrahydropyran-2-yl-pyrazolo[3,4-c]pyridine-7-carboxylate